NC1=C(C(=NN1C1CC1)C1=CC=C(C=C1)C(C(=O)NC1=CC(=NO1)CC(C)(C)C)C)C(=O)N 5-Amino-1-cyclopropyl-3-[4-[2-[[3-(2,2-dimethylpropyl)isoxazol-5-yl]amino]-1-methyl-2-oxo-ethyl]phenyl]pyrazole-4-carboxamide